C1(=CC=C(C=C1)NC(=O)N1CCC2(C(C2)CNC(=O)C2=CC=3C(=CN=CC3)O2)CC1)C N-[[6-(p-tolylcarbamoyl)-6-azaspiro[2.5]octan-2-yl]methyl]furo[2,3-c]pyridine-2-carboxamide